FCCC1CN(CC1)C(=O)N[C@H](C(=O)N1[C@@H]([C@H]2C([C@H]2C1)(C)C)C(=O)O)C(C)(C)C (1R,2S,5S)-3-[(2S)-2-[[3-(2-fluoroethyl)pyrrolidine-1-carbonyl]amino]-3,3-dimethyl-butanoyl]-6,6-dimethyl-3-azabicyclo[3.1.0]hexane-2-carboxylic acid